C(C)(C)(C)OC(=O)N1[C@@H](C[C@H](C1)NC(C1=CC=NC=C1)=O)C(N)=O (2S,4R)-2-carbamoyl-4-(isonicotinamido)pyrrolidine-1-carboxylic acid tert-butyl ester